BrC=1N=C(C(=NC1C)N)OCCC=C 5-bromo-3-(but-3-en-1-yloxy)-6-methylpyrazin-2-amine